palladium(II) ethanesulfonate C(C)S(=O)(=O)[O-].[Pd+2].C(C)S(=O)(=O)[O-]